tert-butyl (2-(hydroxymethyl)imidazo[1,2-a]pyridin-6-yl)carbamate OCC=1N=C2N(C=C(C=C2)NC(OC(C)(C)C)=O)C1